NCCC1=CC(=C(C=C1)N1C[C@@H](CC1)N(C(OC(C)(C)C)=O)C)Cl tert-Butyl (R)-(1-(4-(2-aminoethyl)-2-chlorophenyl)pyrrolidin-3-yl)(methyl)carbamate